(1-(5-(6-ethoxy-1H-pyrazolo[3',4':3,4]pyrazolo[1,5-a]pyridin-4-yl)pyridin-2-yl)-4-(((6-methoxypyridin-3-yl)methyl)amino)piperidin-4-yl)methanol C(C)OC=1C=C(C=2N(C1)N=C1C2C=NN1)C=1C=CC(=NC1)N1CCC(CC1)(NCC=1C=NC(=CC1)OC)CO